C(C)C=1C(=C2C=NNC2=CC1F)C=1C=CC=2N(N1)C=C(N2)NC(=O)C2C(C2)F N-(6-(5-ethyl-6-fluoro-1H-indazol-4-yl)imidazo[1,2-b]pyridazin-2-yl)-2-fluorocyclopropane-1-carboxamide